4-(3-trifluoromethylphenyl)-5-(4-methoxyphenyl)-2-(trifluoromethyl)pyridine FC(C=1C=C(C=CC1)C1=CC(=NC=C1C1=CC=C(C=C1)OC)C(F)(F)F)(F)F